2-amino-2-iminoacetamide NC(C(=O)N)=N